OC[C@@H]1CC[C@H](CC1)[C@@H]1CC[C@H](CC1)CO trans-4-(trans-4-hydroxymethyl-cyclohexyl)cyclohexylmethanol